dibromo-4,4'-didodecyl-2,2'-bithiophene BrC1=C(C(=C(S1)C=1SC=C(C1)CCCCCCCCCCCC)Br)CCCCCCCCCCCC